(1H-1,2,3-triazol-4-yl)methanone N1N=NC(=C1)C=O